(E)-2-(6-(azepan-4-ylidenemethyl)-1,2,4-triazin-3-yl)-5-(1H-imidazol-1-yl)phenol N1CC\C(\CCC1)=C\C1=CN=C(N=N1)C1=C(C=C(C=C1)N1C=NC=C1)O